tert-butyl (7-chloro-6-(4-(3-cyano-4-fluorotetrahydrofuran-3-yl)piperazin-1-yl)isoquinolin-3-yl)carbamate ClC1=C(C=C2C=C(N=CC2=C1)NC(OC(C)(C)C)=O)N1CCN(CC1)C1(COCC1F)C#N